3-[3-[4-[(4-Aminocyclohexyl)methyl]piperazin-1-yl]anilino]piperidine-2,6-dione NC1CCC(CC1)CN1CCN(CC1)C=1C=C(NC2C(NC(CC2)=O)=O)C=CC1